O=C(CCC(=O)O)C=1C2=C(SC1)C=CC(=C2)C2=CC=CC=C2 4-oxo-4-(5-phenylbenzo[b]thiophen-3-yl)butanoic acid